4-(5-(1-(oxetan-3-yl)-1H-pyrazol-4-yl)benzo[d]oxazol-2-yl)picolinic acid O1CC(C1)N1N=CC(=C1)C=1C=CC2=C(N=C(O2)C2=CC(=NC=C2)C(=O)O)C1